NCCOCCOCCOCCOCCOCCOCCC=1C=C(C=C(C1)Cl)NC(=O)NCC=1C=C2CN(C(C2=CC1)=O)C1C(NC(CC1)=O)=O 1-[3-[2-[2-[2-[2-[2-[2-(2-aminoethoxy)ethoxy]ethoxy]ethoxy]ethoxy]ethoxy]ethyl]-5-chloro-phenyl]-3-[[2-(2,6-dioxo-3-piperidyl)-1-oxo-isoindolin-5-yl]methyl]urea